5-acetyl-1-hydroxy-1H-1,2,3-triazole C(C)(=O)C1=CN=NN1O